FC1=CC=C(C=C1)C1=CN=C(S1)N1C([C@@H]2N(CCN(C2)C#N)CC1)=O (R)-8-(5-(4-fluorophenyl)thiazol-2-yl)-9-oxooctahydro-2H-pyrazino[1,2-a]pyrazine-2-carbonitrile